N1CCC(CC1)C=1C=NC2=CC=CC=C2C1 3-(Piperidin-4-yl)quinolin